NC1=NC=C(C=C1C1=NC=C(C=C1)NC(=O)C1=CN(C=C(C1=O)C1=CC=C(C=C1)C)CC1CCOCC1)C1=CC(=C(C=C1)OC)OC N-[2'-amino-5'-(3,4-dimethoxyphenyl)-2,3'-bipyridin-5-yl]-5-(4-methylphenyl)-4-oxo-1-(tetrahydro-2H-pyran-4-ylmethyl)-1,4-dihydropyridine-3-carboxamide